N-[1,1-dimethyl-2-(methylsulfonyl)ethyl]-7-fluoro-2-(3-pyridinyl)-2H-indazole-4-carboxamide CC(CS(=O)(=O)C)(C)NC(=O)C=1C2=CN(N=C2C(=CC1)F)C=1C=NC=CC1